methane tris(3-mercaptobutyrate) SC(CC(=O)O)C.SC(CC(=O)O)C.SC(CC(=O)O)C.C